FC1=C(NC2=CC=CC=C12)C(=O)N 3-fluoro-1H-indole-2-carboxamide